C(C)(=O)OC1=C2C(=CNC2=CC=C1)C(C(=O)N(C)C)=O 3-[2-(dimethylamino)2-oxoacetyl]-1H-indol-4-yl Acetate